OC1CN(CCC1)C=1SC=2C(=NC(=C(C2)NC(=O)C=2N=C(OC2)C2=CC(=NC=C2)C)N2CCCCC2)N1 N-(2-(3-hydroxypiperidin-1-yl)-5-(piperidin-1-yl)thiazolo[4,5-b]pyridin-6-yl)-2-(2-methylpyridin-4-yl)oxazole-4-carboxamide